N1(N=CC=C1)C1=NC=C(C(=O)NC2=CC=C(C=C2)[C@@H]2CNCC2)C=C1 |r| (RS)-6-Pyrazol-1-yl-N-(4-pyrrolidin-3-yl-phenyl)-nicotinamid